ClC=1C(=NC=C(C1)NC(C1=C(C=C(C(=C1)F)C1=C(C=NC=C1)C#C)Cl)=O)C(=O)NCC1=COC=C1 3-chloro-5-(2-chloro-4-(3-ethynylpyridin-4-yl)-5-fluorobenzamido)-N-(furan-3-ylmethyl)picolinamide